BrC1=NC=2N(C(N(C(C2N1C)=O)CC=1C(=C2C=CN(C2=CC1)C(=O)OC(C)(C)C)Cl)=O)C tert-Butyl 5-((8-bromo-3,7-dimethyl-2,6-dioxo-2,3,6,7-tetrahydro-1H-purin-1-yl)methyl)-4-chloro-1H-indole-1-carboxylate